Methyl (2S)-2-[[(2S)-2-(tert-butoxycarbonylamino)-3-cyclopropyl propanoyl]amino]-3-[(3S)-2-oxo-3-piperidyl]propanoate C(C)(C)(C)OC(=O)N[C@H](C(=O)N[C@H](C(=O)OC)C[C@H]1C(NCCC1)=O)CC1CC1